3-(5-(1-(2-(2-(2-(4-(4-amino-3-(4-phenoxyphenyl)-1H-pyrazolo[3,4-d]pyrimidin-1-yl)piperidin-1-yl)ethoxy)ethoxy)ethyl)piperidin-4-yl)-1-oxoisoindolin-2-yl)piperidine-2,6-dione NC1=C2C(=NC=N1)N(N=C2C2=CC=C(C=C2)OC2=CC=CC=C2)C2CCN(CC2)CCOCCOCCN2CCC(CC2)C=2C=C1CN(C(C1=CC2)=O)C2C(NC(CC2)=O)=O